O1COC2=C1C=CC(=C2)C2=NNC(=C2)NC(C2=CC=C(C=C2)NC2CCN(CC2)C)=O N-(3-(benzo[d][1,3]dioxol-5-yl)-1H-pyrazol-5-yl)-4-((1-methylpiperidin-4-yl)amino)benzamide